4-azathiacyclohexane S1CCNCC1